6-cyanopyridine-2-carboxylic acid C(#N)C1=CC=CC(=N1)C(=O)O